FC1=C2C=CN(C2=C(C=C1)C)C1=CC(=CC=C1)C1=NN(C=C1)C 4-fluoro-7-methyl-N-(3-(1-methyl-1H-pyrazol-3-yl)phenyl)-1H-indole